C(CC=C(C(=O)O)C)C=C(C(=O)O)C.C(C(=C)C)(=O)OCCOC(C(=C)C)=O Ethylene Dimethacrylate (Ethylene Dimethacrylate)